9-bromo-7-methyl-2-morpholinopyrido[1,2-a]pyrimidin-4-one BrC1=CC(=CN2C1=NC(=CC2=O)N2CCOCC2)C